ClC=1C=C(CN2C(C3=CC(=CC=C3C2)C2=NC(=NC=C2)NC2CCOCC2)=O)C=CC1 2-(3-chlorobenzyl)-6-(2-((tetrahydro-2H-pyran-4-yl)amino)pyrimidin-4-yl)isoindolin-1-one